COC=1C=C(C=CC1OC1CC(C1)N(C)C)NC1=NC=CC(=N1)NC=1C=NC2=CC(=CC=C2C1)NC(C)=O N-[3-(2-{3-methoxy-4-[(1s,3s)-3-(dimethylamino)cyclobutoxy]phenylamino}-4-pyrimidinylamino)-7-quinolyl]acetamide